BrC=1C=C(C=CC1)CC(=O)N[C@H](C(=O)N1[C@@H](C[C@H](C1)O)C(=O)N[C@@H](C)C1=CC=C(C=C1)C1=C(N=CS1)C)C(C)(C)C (2S,4R)-1-((S)-2-(2-(3-bromophenyl)acetamido)-3,3-dimethylbutanoyl)-4-hydroxy-N-((S)-1-(4-(4-methylthiazol-5-yl)phenyl)ethyl)pyrrolidine-2-carboxamide